ON(C(=O)C1CC(OCC1)(C)C)CC1=CC=C(C=C1)NC1=CC=C(C=C1)N1CCC(CC1)C(F)(F)F N-hydroxy-2,2-dimethyl-N-(4-((4-(4-(trifluoromethyl)piperidin-1-yl)phenyl)amino)benzyl)tetrahydro-2H-pyran-4-carboxamide